COC(C1=CN=C(C=C1)C(=C)OCC)=O 6-(1-ethoxyvinyl)nicotinic acid methyl ester